C(C)(C)(C)OC(=O)N1CC(C(CC1)(F)F)C=1C=NC(=C(C1)N)OC 3-(5-amino-6-methoxypyridin-3-yl)-4,4-difluoropiperidine-1-carboxylic acid tert-butyl ester